C1CCCCC1.[Te].[Te].[Te].[Te].[Te] penta-tellurium cyclohexane